(R)-tert-butyl 2-hydroxypropionate O[C@@H](C(=O)OC(C)(C)C)C